2,2'-((2-((cyanomethyl)(2-(2-oxoimidazolidin-1-yl)ethyl)amino)ethyl)azanediyl)diacetonitrile C(#N)CN(CCN(CC#N)CC#N)CCN1C(NCC1)=O